CC=1SC=C(N1)COC=1C=C2CNCC2=CC1 5-((2-methylthiazol-4-yl)methoxy)isoindolin